heptatriaconttetraene dimethylaminobutanoate CN(C)C(C(=O)O)CC.C=CC=CC=CC=CCCCCCCCCCCCCCCCCCCCCCCCCCCCCC